3-[2-(N-{2-[4-(3,3-Dimethylbutanoyl)-3-hydroxy-2-methylphenoxy]ethyl}methoxycarbonylamino)ethoxy]4-methoxybenzoic acid CC(CC(=O)C1=C(C(=C(OCCCOC(=O)NCCOC=2C=C(C(=O)O)C=CC2OC)C=C1)C)O)(C)C